COC(=O)NC1=CC=C(C=N1)C=1C=NN2C1C=C(C=C2C)C(=O)OC(C)(C)C tert-butyl 3-[6-(methoxycarbonylamino)-3-pyridyl]-7-methyl-pyrazolo[1,5-a]pyridine-5-carboxylate